(2,2-difluorobenzo[d][1,3]dioxol-5-yl)boronic acid FC1(OC2=C(O1)C=CC(=C2)B(O)O)F